6-((bis(pyridin-2-ylmethyl)amino)methyl)nicotinamide hydrochloride Cl.N1=C(C=CC=C1)CN(CC1=NC=CC=C1)CC1=NC=C(C(=O)N)C=C1